nickel-titanium-boron [B].[Ti].[Ni]